Cl.Cl.Cl.C[Si](CCOCN1C=CC2=C1N=CN=C2C=2C=NN(C2)C2(CNC2)CC#N)(C)C {3-[4-(7-{[2-(trimethylsilyl)ethoxy]methyl}-7H-pyrrolo[2,3-d]pyrimidin-4-yl)-1H-pyrazol-1-yl]azetidin-3-yl}acetonitrile trihydrochloride